3-[3-[4-(2H-1,3-benzoxazine-3(4H)-yl)phenoxy]phenyl]-3,4-dihydro-2H-1,3-benzoxazine O1CN(CC2=C1C=CC=C2)C2=CC=C(OC=1C=C(C=CC1)N1COC3=C(C1)C=CC=C3)C=C2